3-(5-chloro-[1,1'-biphenyl]-3-yl)phenanthrene ClC=1C=C(C=C(C1)C1=CC=CC=C1)C=1C=CC=2C=CC3=CC=CC=C3C2C1